1-naphthyl-boronic acid C1(=CC=CC2=CC=CC=C12)B(O)O